BrC(C1=NC(=NO1)C=1C=C(C(=O)O)C=CC1)(F)F 3-(5-(bromodifluoromethyl)-1,2,4-oxadiazol-3-yl)benzoic acid